C1(CC1)C1=CC(=NN1)NC1=NC(=NC=C1)N1C[C@H](CC1)N(C)C (S)-N-(5-Cyclopropyl-1H-pyrazol-3-yl)-2-(3-(dimethylamino)pyrrolidin-1-yl)pyrimidin-4-amine